morphine bis-carbonate C(O)(=O)OC=1C=CC=2C[C@@H]3[C@@H]4C=C[C@@H]([C@H]5[C@@]4(C2C1O5)CCN3C)OC(O)=O